F[C@H]1[C@@H](C2=CC=CC=C2C1)NC(C1=CC=C(C=C1)C1=C2C(=NC=C1)NC=C2)=O N-((1R,2R)-2-Fluoro-2,3-dihydro-1H-inden-1-yl)-4-(1H-pyrrolo[2,3-b]pyridin-4-yl)benzamide